C(C)(C)(C)OC(=O)N1CCN(CC1)C1(CC1)C1=NC=C(C=N1)N1C=NC2=CC=C(C=C2C1=O)O.NC(=O)C1=CC=CC2=CN(N=C12)C1=CC=C(C=C1)C1CC[NH2+]CC1 4-{4-[7-(aminocarbonyl)-2H-indazole-2-yl]phenyl}piperidinium tert-butyl-4-{1-[5-(6-hydroxy-4-oxoquinazolin-3-yl)pyrimidin-2-yl]cyclopropyl}piperazine-1-carboxylate